1-(4-ethylpyrimidin-2-yl)pyrrolidin C(C)C1=NC(=NC=C1)N1CCCC1